C(C=C)P(O)(=O)CCCCCCCC allyl-octylphosphinic acid